FC1=C(C=CC=C1)S(=O)(=O)NC=1C(=NC=C(C1)C=1C=C2C(=CC=NC2=CC1F)N1CCN(CC1)C(\C=C\C(C)=O)=O)OC (E)-2-fluoro-N-(5-(7-fluoro-4-(4-(4-oxopent-2-enoyl)piperazin-1-yl)quinolin-6-yl)-2-methoxypyridin-3-yl)benzenesulfonamide